Naphthalene-2,7-disulfonic acid tetrasodium salt [Na+].[Na+].[Na+].[Na+].C1=C(C=CC2=CC=C(C=C12)S(=O)(=O)[O-])S(=O)(=O)[O-].C1=C(C=CC2=CC=C(C=C12)S(=O)(=O)[O-])S(=O)(=O)[O-]